2,2,4-trimethyl-hexamethylenediamine CC(CN)(CC(CCN)C)C